NC[C@@H](C)NC1=C(C(=O)OC)C=C(C=C1)S(NC1(CC1)C)(=O)=O methyl 2-{[(2R)-1-aminopropan-2-yl]amino}-5-[(1-methylcyclopropyl)sulfamoyl]benzoate